8-bromo-2-fluoro-1,5-naphthyridine BrC=1C=CN=C2C=CC(=NC12)F